C(#N)CNC1=C(C=CC(=N1)C(=O)OC)C1CC2(CC(C2)(F)F)CCN1 methyl 6-[(cyanomethyl)amino]-5-{2,2-difluoro-7-azaspiro[3.5]nonan-6-yl}pyridine-2-carboxylate